C[C@H]1N(C[C@@H](C1)OS(=O)(=O)C1=CC=C(C)C=C1)C(=O)OC(C)(C)C tert-butyl (2R,4R)-2-methyl-4-(tosyloxy)pyrrolidine-1-carboxylate